N-(2-chloro-5-(4-((1-phenylethyl)amino)quinazolin-6-yl)pyridin-3-yl)-2-morpholinoethane-1-sulfonamide ClC1=NC=C(C=C1NS(=O)(=O)CCN1CCOCC1)C=1C=C2C(=NC=NC2=CC1)NC(C)C1=CC=CC=C1